C(C)(C)(C)OC(=O)N(C)CC1=CC=C(C=C1)O N-t-butoxycarbonyl-N-methyl-4-hydroxybenzylamine